CC1=C(C=C(C=C1)NC1CN(C1)C(=O)OC(C)(C)C)C(NCC1=CC(=CC=C1)C=1SC(=CC1)CN1CCCC1)=O tert-butyl 3-((4-methyl-3-((3-(5-(pyrrolidin-1-ylmethyl)thiophen-2-yl)benzyl)carbamoyl)phenyl)amino)azetidine-1-carboxylate